C(C(C(F)F)(F)F)OCOCC(C(F)F)(F)F di-(1,1,3-trihydrotetrafluoropropoxy)methane